Methyl 6-chloro-3-[1-[6-methyl-2-(2-methylindazol-5-yl)-4-oxo-chromen-8-yl]ethylamino]pyridine-2-carboxylate ClC1=CC=C(C(=N1)C(=O)OC)NC(C)C=1C=C(C=C2C(C=C(OC12)C1=CC2=CN(N=C2C=C1)C)=O)C